4-hydroxy-N-[(1S)-1-(4-(4-methyl-1,3-thiazol-5-yl)phenyl)ethyl]pyrrolidine-2-carboxamide hydrochloride Cl.OC1CC(NC1)C(=O)N[C@@H](C)C1=CC=C(C=C1)C1=C(N=CS1)C